The molecule is an organic thiophosphate and an organothiophosphate insecticide. It has a role as an EC 3.1.1.7 (acetylcholinesterase) inhibitor, an EC 3.1.1.8 (cholinesterase) inhibitor and an agrochemical. It derives from a (hydroxyimino)(phenyl)acetonitrile. CCOP(=S)(OCC)O/N=C(/C#N)\\C1=CC=CC=C1